(1-methylpiperidin-4-yl)methyl 3-fluoro-5-(2-(3-(6-methylpyridin-2-yl)-4-(quinolin-4-yl)-1H-pyrazol-1-yl)acetamido)benzoate FC=1C=C(C(=O)OCC2CCN(CC2)C)C=C(C1)NC(CN1N=C(C(=C1)C1=CC=NC2=CC=CC=C12)C1=NC(=CC=C1)C)=O